3-[6-[6-(difluoromethyl)imidazo[1,2-b]pyridazin-3-yl]pyrimidin-4-yl]-5-methyl-benzaldehyde FC(C=1C=CC=2N(N1)C(=CN2)C2=CC(=NC=N2)C=2C=C(C=O)C=C(C2)C)F